4-(3-methyl-5-(piperidin-4-yl)-1H-indol-2-yl)-1H-pyrrolo[2,3-b]pyridin-3-amine CC1=C(NC2=CC=C(C=C12)C1CCNCC1)C1=C2C(=NC=C1)NC=C2N